O-octadecyl-2-O-methyl-rac-glycero-3-phosphocholine C(CCCCCCCCCCCCCCCCC)OC(C[N+](C)(C)C)P(OCC(CO)OC)(=O)[O-]